OC=1C(=C(C(=O)OC)C=CC1)C methyl (S)-3-hydroxy-2-methylbenzoate